2,2,3,3,4,4,4-heptafluoro-N-(2-(methacryloyloxy)ethyl)-N-methylbutan-1-amine oxide FC(C[N+](C)(CCOC(C(=C)C)=O)[O-])(C(C(F)(F)F)(F)F)F